N-(cyclopropylmethyl)-2-[4-({N-[(4-methoxyphenyl)methyl]carbamoyl}amino)phenyl]acetamide C1(CC1)CNC(CC1=CC=C(C=C1)NC(NCC1=CC=C(C=C1)OC)=O)=O